CN1C(N(C2=NC(=NC=C12)SC)C1CC(C1)C#N)=O 3-(7-methyl-2-(methylsulfanyl)-8-oxo-7,8-dihydro-9H-purin-9-yl)cyclobutane-1-carbonitrile